4-(2,5-dioxotetrahydro-3-furanyl)phthalic anhydride O=C1OC(CC1C=1C=C2C(C(=O)OC2=O)=CC1)=O